NC1CCN(CC1)C(CN1CCN(CC1)C1=CC=C(C=C1)C1C(NC(CC1)=O)=O)C 3-(4-(4-(2-(4-aminopiperidin-1-yl)propyl)piperazin-1-yl)phenyl)piperidine-2,6-dione